(S)-N1-(1-(2-((1R,2R,4S)-bicyclo[2.2.1]heptan-2-ylamino)-2-oxoethyl)-2-oxo-1,2-dihydropyridin-3-yl)-N6-methyl-2-(3-methylbenzofuran-2-carboxamido)-5-oxohexanediamide [C@@H]12[C@@H](C[C@@H](CC1)C2)NC(CN2C(C(=CC=C2)NC([C@H](CCC(C(=O)NC)=O)NC(=O)C=2OC1=C(C2C)C=CC=C1)=O)=O)=O